2-(3-{3-[(3,3-difluorocyclopentyl)amino]pyrrolidin-1-yl}-1,2,4-triazin-6-yl)-5-(1H-pyrazol-4-yl)phenol dihydrochloride Cl.Cl.FC1(CC(CC1)NC1CN(CC1)C=1N=NC(=CN1)C1=C(C=C(C=C1)C=1C=NNC1)O)F